FC=1C=C(C=CC1COC1=NC(=CC=C1)C1CCNCC1)C(CC)=O 1-(3-fluoro-4-(((6-(piperidin-4-yl)pyridin-2-yl)oxy)-methyl)phenyl)propan-1-one